BrC1=C2C=CC=C(C2=CC2=CC=CC=C12)C1=CC=CC2=C(C3=CC=CC=C3C=C12)Br 10,10'-dibromo-bianthracene